(1R,3S)-3-(3-{[(3-methyl-1,2-oxazol-5-yl)acetyl]amino}-1H-pyrazol-5-yl)cyclopentyl (2ξ)-2-ethyl-2-methylazetidine-1-carboxylate C(C)C1(N(CC1)C(=O)O[C@H]1C[C@H](CC1)C1=CC(=NN1)NC(CC1=CC(=NO1)C)=O)C